(S)-1-(2-(3,4-difluorophenyl)-2-hydroxyethyl)-3-hydroxy-2-methylpyridin-4(1H)-one FC=1C=C(C=CC1F)[C@@H](CN1C(=C(C(C=C1)=O)O)C)O